C(CCCCCCC)(=O)OCCCCCCCCCCCCCCCCCCCCCCCC tetracosyl n-octanoate